FC1=CC=C(C=C1)[Mg]Br 4-fluorophenyl-magnesium bromide